P(=O)(O)(O)OC[C@H]([C@H](CC=O)O)O 2-Deoxy-D-ribose 5-phosphate